2'-(6-amino-5-cyanopyridin-3-yl)-N-[1-(2-chlorophenyl)cyclobutyl]-5',6'-dihydrospiro[azetidine-3,4'-pyrrolo[1,2-b]pyrazole]-1-carboxamide NC1=C(C=C(C=N1)C=1C=C2N(N1)CCC21CN(C1)C(=O)NC1(CCC1)C1=C(C=CC=C1)Cl)C#N